C(C)OC(=O)C=1SC(CC1C1=C(C(=C(C=C1)F)F)OC)(C)C 3-(3,4-difluoro-2-methoxyphenyl)-5,5-dimethyl-4,5-dihydrothiophene-2-carboxylic acid ethyl ester